tert-butyl (S)-4-(2-(2,6-dioxopiperidin-3-yl)-3-oxoisoindolin-5-yl)-3,6-dihydro-pyridine-1(2H)-carboxylate O=C1NC(CC[C@@H]1N1CC2=CC=C(C=C2C1=O)C=1CCN(CC1)C(=O)OC(C)(C)C)=O